4-(benzo[d][1,3]dioxol-5-ylmethyl)-6-(3-methoxyphenyl)-N4-methylpyrimidine-2,4-diamine O1COC2=C1C=CC(=C2)CC2(NC(=NC(=C2)C2=CC(=CC=C2)OC)N)NC